di(chlorophenyl) carbonate C(OC1=C(C=CC=C1)Cl)(OC1=C(C=CC=C1)Cl)=O